C(C)(C)(C)OC(=O)OC(=O)OC(C)(C)C.C1(CCCCC1)P(C1=C(C=CC=C1)C1=C(C=C(C=C1C(C)C)C(C)C)C(C)C)C1CCCCC1 dicyclohexyl-[2',4',6'-tris(1-methylethyl)[1,1'-biphenyl]-2-yl]-phosphine di-tert-butyldicarbonate